C(C)(C)(C)OC(=O)NC1CC(C1)OC1=C(C(=C(C(=O)OC)C=C1)C=C)OC methyl 4-((1r,3r)-3-((tert-butoxycarbonyl)amino)cyclobutoxy)-3-methoxy-2-vinylbenzoate